(R,E)-N-(1-(6-fluoropyridin-2-yl)propylidene)-2-methylpropane-2-sulfinamide FC1=CC=CC(=N1)\C(\CC)=N\[S@](=O)C(C)(C)C